6-(4-((4-((5-(trifluoromethyl)pyridin-2-yl)amino)piperidin-1-yl)sulfonyl)phenyl)isoindolin-1-one FC(C=1C=CC(=NC1)NC1CCN(CC1)S(=O)(=O)C1=CC=C(C=C1)C1=CC=C2CNC(C2=C1)=O)(F)F